BrC1=C(C(=C(C=C1)N1[C@@H]2CO[C@H](C1)C2)F)F (1s,4s)-5-(4-bromo-2,3-difluoro-phenyl)-2-oxa-5-azabicyclo[2.2.1]heptane